(1,4-diazabicyclo[3.2.2]nonan-4-yl)(3-(3-chloro-4-fluorophenyl)-4,6-dihydro-1H-furo[3,4-c]pyrazol-1-yl)meth-anone N12CCN(C(CC1)CC2)C(=O)N2N=C(C1=C2COC1)C1=CC(=C(C=C1)F)Cl